3-({4-[4-fluoro-2-(4-methyl-1,2,4-triazol-3-yl)phenyl]-6-[5-formyl-7-(trifluoromethyl)-1,3-benzoxazol-2-yl]pyridin-2-yl}amino)propanenitrile FC1=CC(=C(C=C1)C1=CC(=NC(=C1)C=1OC2=C(N1)C=C(C=C2C(F)(F)F)C=O)NCCC#N)C2=NN=CN2C